5-[2-(2,2-difluoroethoxy)-3,3,3-trifluoro-propoxy]-3-methyl-N-(4-methyl-1,1-dioxo-thian-4-yl)imidazo[4,5-b]pyridine-2-carboxamide FC(COC(COC1=CC=C2C(=N1)N(C(=N2)C(=O)NC2(CCS(CC2)(=O)=O)C)C)C(F)(F)F)F